2-(7-((2S,5R)-4-(1-(2-fluoro-4-(trifluoromethyl)phenyl)ethyl)-2,5-dimethylpiperazin-1-yl)-4-methyl-5-oxo-4,5-dihydro-2H-pyrazolo[4,3-b]pyridin-2-yl)acetonitrile FC1=C(C=CC(=C1)C(F)(F)F)C(C)N1C[C@@H](N(C[C@H]1C)C=1C=2C(N(C(C1)=O)C)=CN(N2)CC#N)C